BrC=1C=C(CN2CCN(CC2)C(=O)OCC2=CC=CC=C2)C=CC1 Benzyl 4-(3-bromobenzyl)piperazine-1-carboxylate